C(C)OC(=O)C1=NN(C(C1)C1=CC=CC=C1)C1=CC=C(C=C1)OC(F)(F)F 1-(4-trifluoromethoxyphenyl)-5-phenyl-4,5-dihydro-1H-pyrazole-3-carboxylic acid ethyl ester